C1(=CC=CC=C1)N1C(=NC(=C1C1=CC=CC=C1)C1=CC=CC=C1)C1=CC=C(C=C1)O 4-(1,4,5-triphenyl-1H-imidazol-2-yl)phenol